1-[(6-{5-Azaspiro[2.3]hex-5-yl}pyridin-3-yl)methyl]-1H-1,2,3-triazole-4-carboxylic acid ethyl ester C(C)OC(=O)C=1N=NN(C1)CC=1C=NC(=CC1)N1CC2(CC2)C1